C(O)C(NC(C(=C)C)=O)CO N-(dimethylolmethyl)methacrylamide